2-((2-chloro-6-(methyl-d3)-5,6,7,8-tetrahydropyrido[4,3-d]pyrimidin-4-yl)oxy)-1-fluoro-10-methyl-5,6,8,9,10,11-hexahydro-7H-pyrido[3',4':4,5]pyrrolo[2,3-f]isoquinolin-7-one ClC=1N=C(C2=C(N1)CCN(C2)C([2H])([2H])[2H])OC=2N=CC=1CCC3=C(C1C2F)NC2=C3C(NCC2C)=O